1,3-thiazinane-3-carboxylate S1CN(CCC1)C(=O)[O-]